C(C)(C)C=1C=CC=C2C(=C(NC12)C(=O)O)C1=CC=C(C=C1)S(N)(=O)=O 7-isopropyl-3-(4-sulfamoylphenyl)-1H-indole-2-carboxylic acid